((2R,3R,4R,5R)-5-(2-(2-cyclohexylacetamido)-6-(methylamino)-9H-purin-9-yl)-3-(2-cyclohexylacetoxy)-4-fluoro-4-methyltetrahydrofuran-2-yl)methyl 3-methylbutanoate CC(CC(=O)OC[C@H]1O[C@H]([C@]([C@@H]1OC(CC1CCCCC1)=O)(C)F)N1C2=NC(=NC(=C2N=C1)NC)NC(CC1CCCCC1)=O)C